FC1=C(C=C(C(=O)NC23CC(C2)(C3)[C@@H](C(=O)NC3=CC=C(C=C3)F)C)C=C1)C 4-fluoro-N-[3-[(1S)-2-(4-fluoroanilino)-1-methyl-2-oxo-ethyl]-1-bicyclo[1.1.1]pentanyl]-3-methyl-benzamide